Methane-d2 [2H]C[2H]